bromo-6-methyl-7-oxo-6,7-dihydro-1H-pyrrolo[2,3-c]pyridine-1-carboxylic acid tert-butyl ester C(C)(C)(C)OC(=O)N1C(=CC2=C1C(N(C=C2)C)=O)Br